6-(4-(4-((2,6-dioxopiperidin-3-yl)amino)-2-fluorophenyl)piperazin-1-yl)hexyl 1H-imidazole-1-carboxylate N1(C=NC=C1)C(=O)OCCCCCCN1CCN(CC1)C1=C(C=C(C=C1)NC1C(NC(CC1)=O)=O)F